C(C)(C)(C)C=1C=C(OC=2C=3N(C=C(N2)CNC(C=C)=O)C=CN3)C=CC1 N-((8-(3-(tert-butyl)phenoxy)imidazo[1,2-a]pyrazin-6-yl)methyl)acrylamide